O[C@@H]1[C@@H]([C@@H](O[C@H]2[C@@H]1O[C@H](OC2)C2=CC=CC=C2)OC2=CC=C(C=C2)\C=C\C(C2=CC=CC=C2)=O)NC(C)=O N-[(2S,4Ar,6S,7S,8R,8aR)-8-hydroxy-6-[4-[(E)-3-oxo-3-phenylprop-1-enyl]phenoxy]-2-phenyl-4,4a,6,7,8,8a-hexahydropyrano[3,2-d][1,3]dioxin-7-yl]acetamide